C(C)(C)(C)C1=CC=C(C[Zr])C=C1 (4-tert-butylbenzyl)zirconium